FC1=NC(=CC=C1C(C(=O)N)=C)F 2-(2,6-difluoropyridin-3-yl)acrylamide